C(#N)[C@H]1N(CC(C1)(F)F)C(CNC(=O)C1=CC=NC2=CC=C(C=C12)OCCOCCOCCN(C)C)=O (S)-N-(2-(2-cyano-4,4-difluoropyrrolidin-1-yl)-2-oxoethyl)-6-(2-(2-(2-(dimethylamino)ethoxy)ethoxy)ethoxy)quinoline-4-carboxamide